C(CCCCCCC)C=1C(=C(C=CC1)OC(NC1=CC=CC=C1)=O)CCCCCCCC N-phenylcarbamic acid (dioctyl phenyl) ester